COC(C1=C(CN(C(C(C)(C)C)=O)CC(=O)NC2=C(C=C3CC4(C(NC5=NC=CC=C54)=O)CC3=C2)C)C=CC=C1)OC N-(2-(dimethoxymethyl)benzyl)-N-(2-((5-methyl-2'-oxo-1,1',2',3-tetrahydrospiro[indene-2,3'-pyrrolo[2,3-b]pyridin]-6-yl)amino)-2-oxoethyl)pivalamide